tert-butyl 4-(2-(3,4-dimethoxyphenyl)-1H-benzo[d]imidazol-6-yl)piperidine-1-carboxylate COC=1C=C(C=CC1OC)C1=NC2=C(N1)C=C(C=C2)C2CCN(CC2)C(=O)OC(C)(C)C